CC(CC(NC([C@@H](CC=1N(C=CN1)C)NC(=O)C1=NC=CN=C1)=O)B(O)O)C (3-methyl-1-((R)-3-(1-methyl-1H-imidazol-2-yl)-2-(pyrazine-2-carboxamido)propanamido)butyl)boronic acid